(E)-ethyl 3-(3-(difluoromethyl)-1,2,4-oxadiazol-5-yl)acrylate FC(C1=NOC(=N1)/C=C/C(=O)OCC)F